C(C)S(=O)(C)=NC=1C=CC(=NC1)C=1C(=NC=CN1)[C@H](C)NC(=O)C1=CC2=C(OC(O2)(F)F)C=C1 N-((1S)-1-(3-(5-((ethyl(methyl)(oxo)-λ6-sulfaneylidene)amino)pyridin-2-yl)pyrazin-2-yl)ethyl)-2,2-difluorobenzo[d][1,3]dioxole-5-carboxamide